FC=1C=C(C(=O)O)C=C(C1)NCC1=CC=C(C=C1)C1=CC=C(C=C1)F 3-Fluoro-5-(((4'-fluoro-[1,1'-biphenyl]-4-yl)methyl)amino)benzoic Acid